ClC1=C(C=CC=2C3=C(NC12)CCN(C3)C(=O)C=3OC=CN3)Cl (6,7-dichloro-1,3,4,5-tetrahydro-2H-pyrido[4,3-b]indol-2-yl)(oxazol-2-yl)methanone